NC1=C(C=C(C=N1)NC(C(=O)N1[C@@H](CC[C@H](C1)C)[C@@H]1C[C@H](CCC1)O)=O)C N-(6-amino-5-methyl-3-pyridyl)-2-[(2S,5R)-2-[(1S,3S)-3-hydroxycyclohexyl]-5-methyl-1-piperidyl]-2-oxo-acetamide